(R)-4-((1-(3-(difluoromethyl)-2-fluorophenyl)ethyl)amino)-6-(1-isopropyl-2,5-dihydro-1H-pyrrol-3-yl)-2,7-dimethylpyrido[3,4-d]pyrimidin-8(7H)-one FC(C=1C(=C(C=CC1)[C@@H](C)NC=1C2=C(N=C(N1)C)C(N(C(=C2)C=2CN(CC2)C(C)C)C)=O)F)F